3-((7-chloro-1-methyl-6-(pyrazolo[1,5-a]pyridin-3-yloxy)-1H-imidazo[4,5-b]pyridin-2-yl)amino)-5-cyclopropyl-1-((1S,2R)-2-hydroxycyclobutyl)pyridin-2(1H)-one ClC1=C2C(=NC=C1OC=1C=NN3C1C=CC=C3)N=C(N2C)NC=2C(N(C=C(C2)C2CC2)[C@@H]2[C@@H](CC2)O)=O